CC1=C(C=CC=C1)N1COC(=N1)C(F)(F)F 3-(2-methylphenyl)-5-trifluoromethyl-1,3,4-oxadiazole